((2-(((3S,6S,9aS)-3-(3-(4-cyanopyrimidin-2-yl)azetidine-1-carbonyl)-5-oxooctahydro-1H-pyrrolo[1,2-a]azepin-6-yl)carbamoyl)benzo[b]thiophen-5-yl)difluoromethyl)phosphonic acid C(#N)C1=NC(=NC=C1)C1CN(C1)C(=O)[C@@H]1CC[C@H]2N1C([C@H](CCC2)NC(=O)C2=CC1=C(S2)C=CC(=C1)C(F)(F)P(O)(O)=O)=O